C1(CC1)C1=CC(=NC(=C1)N(C(C)C)CC)C(=O)NC1=CC=C(C(=O)O)C=C1 4-(4-cyclopropyl-6-(ethyl-(isopropyl)amino)pyridinamido)benzoic acid